O=C1NC(CCC1N1C(C2=CC=C(C=C2C1)CNC(=O)C1=CC2=C(S1)C=CC(=C2)OC)=O)=O N-((2-(2,6-Dioxopiperidin-3-yl)-1-oxoisoindolin-5-yl)methyl)-5-methoxybenzo[b]thiophene-2-carboxamide